C1(=CC=CC=C1)C=1C=C(C=C(C1O)C1=CC=CC=C1)C(C)(C)C1=CC(=C(C(=C1)C1=CC=CC=C1)O)C1=CC=CC=C1 2,2-bis(3,5-diphenyl-4-hydroxyphenyl)propane